C(C)N1C[C@@H]2[C@H](C1)CCN2 Cis-5-ethyl-2,3,3a,4,6,6a-hexahydro-1H-pyrrolo[2,3-c]pyrrole